(S)-2-(tert-butoxycarbonyl-(methyl)amino)-3-phenylpropionic acid C(C)(C)(C)OC(=O)N([C@H](C(=O)O)CC1=CC=CC=C1)C